CC1=C(OC2=C(C1=O)C=C(C=C2[C@@H](C)NC2=C(C(=O)O)C(=CC=C2)F)C)C2=CC=CC=C2 2-[[(1R)-1-(3,6-dimethyl-4-oxo-2-phenyl-benzopyran-8-yl)ethyl]amino]-6-fluoro-benzoic acid